ClC1=C2C=C(NC2=CC(=C1)F)C(=O)N(C)[C@@H]1C=2C3=C(C(NC2CN(C1)C(=O)OC(C)(C)C)=O)C=C(C(=C3)F)F |r| Racemic-tert-butyl 1-(4-chloro-6-fluoro-N-methyl-1H-indole-2-carboxamido)-8,9-difluoro-6-oxo-1,4,5,6-tetrahydrobenzo[c][1,7]naphthyridine-3(2H)-carboxylate